tert-butyl 3-((2-carbamoyl-5-methyl-1H-pyrrol-1-yl)carbamoyl)pyrrolidine-1-carboxylate C(N)(=O)C=1N(C(=CC1)C)NC(=O)C1CN(CC1)C(=O)OC(C)(C)C